Aluminum Bisethylacetate Acetate C(C)(=O)[O-].C(C)C(C(=O)[O-])CC.[Al+2]